C(C)(C)(C)OC(=O)N1CC2=CC=C(C=C2CC1)CN1N=C(C=2C1=NC=NC2N(C)C)I 6-((4-(dimethylamino)-3-iodo-1H-pyrazolo[3,4-d]pyrimidin-1-yl)methyl)-3,4-dihydroisoquinoline-2(1H)-carboxylic acid tert-butyl ester